OC1=CC(=CC=2C(C3=CC=CC(=C3C(C12)=O)O)=O)C(=O)N1CCC(CC1)C1=CC=CC=C1 1,8-dihydroxy-3-(4-phenylpiperidine-1-carbonyl)anthracene-9,10-dione